(E)-5-amino-6-(2-chloro-5-fluorobenzoyl)-3-(2-ethoxyvinyl)-2-methyl-2H-indazol-7-carbonitrile NC1=CC2=C(N(N=C2C(=C1C(C1=C(C=CC(=C1)F)Cl)=O)C#N)C)\C=C\OCC